ClC=1C=CC(=C(C1)C1(CCCC1)C(=O)O)COC1(CCN(CC1)C(=O)OC(C(F)(F)F)C(F)(F)F)C 1-(5-Chloro-2-{[(1-{[(1,1,1,3,3,3-hexafluoropropan-2-yl)oxy]carbonyl}-4-methylpiperidin-4-yl)oxy]methyl}phenyl)cyclopentane-1-carboxylic acid